C1(CC1)C=1C=CC=2N(C1)C=C(N2)CC2=NN=C(O2)C(=O)[O-].[Li+] lithium 5-((6-cyclopropylimidazo[1,2-a]pyridin-2-yl)methyl)-1,3,4-oxadiazole-2-carboxylate